FC(C(=O)O)(F)F.NCC1=CC(=NC=C1)OC1CN(CCC1)C(=O)C1=CC=CC=C1 (3-((4-(Aminomethyl)pyridin-2-yl)oxy)piperidin-1-yl)(phenyl)methanone trifluoroacetate